N-(4-iodophenyl)sulfamoyl-guanidine IC1=CC=C(C=C1)NS(=O)(=O)NC(=N)N